ethyl-2-acetyloxybenzoate C(C)OC(C1=C(C=CC=C1)OC(C)=O)=O